C(=O)O.NC1=CN=NC2=CC(=CC=C12)C=1C=C(C=CC1NC(CCC(C)C)=O)B(O)O [3-(4-aminocinnolin-7-yl)-4-(4-methylpentanamido)phenyl]boronic Acid Formic Acid Salt